chloromethyl-4-methoxy-benzene ClCC1=CC=C(C=C1)OC